(R)-2-((1-(2-(4-cyanopiperidin-1-yl)-3,7-dimethyl-4-oxo-4H-pyrido[1,2-a]pyrimidin-9-yl)ethyl)amino)benzoic acid C(#N)C1CCN(CC1)C=1N=C2N(C(C1C)=O)C=C(C=C2[C@@H](C)NC2=C(C(=O)O)C=CC=C2)C